C(#N)CSC(N(C1=CC=NC=C1)C)=S cyanomethyl-N-methyl-N-(pyridin-4-yl)dithiocarbamic acid